lauroyl cinnamate C(C=CC1=CC=CC=C1)(=O)OC(CCCCCCCCCCC)=O